C12=CC=3C(CC3C=C2C(C1)=O)=O tricyclo[6.2.0.03,6]Decane-1,3(6),7-triene-4,9-dione